CS(=O)(=O)OCCN(C)C 2-(dimethylamino)ethyl methanesulfonate